5-benzyl-3-(((2,5-dichlorophenyl)sulfonamido)methyl)-N-((R)-3-methyl-1-((3aS,4S,6S,7aR)-3a,5,5-trimethylhexahydro-4,6-methanobenzo[d][1,3,2]dioxaborol-2-yl)butyl)-4,5-dihydroisoxazole C(C1=CC=CC=C1)C1CC(N(O1)[C@@H](CC(C)C)B1O[C@@]2([C@H](O1)C[C@H]1C([C@@H]2C1)(C)C)C)CNS(=O)(=O)C1=C(C=CC(=C1)Cl)Cl